4-methylnonanoylcarnitine CC(CCC(=O)C(O)(C[N+](C)(C)C)CC([O-])=O)CCCCC